[N+](=O)([O-])C1(C(C(=CC(=C1O)[N+](=O)[O-])[N+](=O)[O-])O)O.NC1=NNC(=C1)NN 3-amino-5-hydrazinylpyrazole 2,4,6-trinitrobenzenetriol salt